Cl.COC=1C=C2C(=CC=NC2=CC1OC)N1CCC(CC1)N 1-(6,7-dimethoxy-quinolin-4-yl)piperidin-4-amine HCl